N-(6-amino-5-methylpyridin-3-yl)-2-(2-(6-hydroxyspiro[3.3]heptan-2-yl)-5-methylpiperidin-1-yl)-2-oxoacetamide NC1=C(C=C(C=N1)NC(C(=O)N1C(CCC(C1)C)C1CC2(C1)CC(C2)O)=O)C